(R)-2-(1-(2-(1H-indol-3-yl)ethyl)piperidin-4-yl)-2-amino-1-(4-(2-ethoxy-6-fluorobenzyl)piperazin-1-yl)ethan-1-one hydrobromide Br.N1C=C(C2=CC=CC=C12)CCN1CCC(CC1)[C@H](C(=O)N1CCN(CC1)CC1=C(C=CC=C1F)OCC)N